methyl 4-(3-chloropropoxy)-3-methoxybenzoate ClCCCOC1=C(C=C(C(=O)OC)C=C1)OC